[S].S sulfane sulphur